5-[3-(cyanomethyl)-3-(3',5'-dimethyl-1H,1'H-4,4'-bipyrazol-1-yl)azetidin-1-yl]-N-isopropylpyrazine-2-carboxamide C(#N)CC1(CN(C1)C=1N=CC(=NC1)C(=O)NC(C)C)N1N=CC(=C1)C=1C(=NNC1C)C